ClC1=C(C=CC(=C1)Cl)[C@@H](C)NC1=NC(=NC(=C1F)C)N1CC(C1)[C@@H]1CN(CCC1)C1CC(C1)(C(=O)O)C 3-[(3R)-3-[1-[4-[[(1R)-1-(2,4-dichlorophenyl)ethyl]amino]-5-fluoro-6-methyl-pyrimidin-2-yl]azetidin-3-yl]-1-piperidyl]-1-methyl-cyclobutanecarboxylic acid